CN1C(=NC2=C1C=C(C=C2C)C2=CC(=C(CN1CCC(CC1)N(C)C)C=C2)F)C2=CC=C(C=C2)S(=O)(=O)C 1-(4-(1,4-Dimethyl-2-(4-(methylsulfonyl)phenyl)-1H-benzo[d]imidazol-6-yl)-2-fluorobenzyl)-N,N-dimethylpiperidin-4-amin